4-((1,1-dioxidobenzo[d]isothiazol-3-yl)amino)-N-propylbenzenesulfonamide O=S1(N=C(C2=C1C=CC=C2)NC2=CC=C(C=C2)S(=O)(=O)NCCC)=O